(S)-4-(3-(2,6-Dichlorophenethyl)-3-(dimethylamino)piperidin-1-yl)-2,6-difluoro-N-(pyrimidin-4-yl)benzenesulfonamide ClC1=C(CC[C@]2(CN(CCC2)C2=CC(=C(C(=C2)F)S(=O)(=O)NC2=NC=NC=C2)F)N(C)C)C(=CC=C1)Cl